(1S,4S)-N-(4-{[6-chloro-2-(trifluoromethyl)quinolin-4-yl]amino}cyclohexyl)-4,7,7-trimethyl-3-oxo-2-oxabicyclo[2.2.1]heptane-1-carboxamide ClC=1C=C2C(=CC(=NC2=CC1)C(F)(F)F)NC1CCC(CC1)NC(=O)[C@]12OC([C@@](CC1)(C2(C)C)C)=O